C=CCCC=CC hepta-1,5-diene